CN(C/C=C/C(=O)OC)CCCN1CCN(CC1)CCCNS(=O)(=O)C1=CC=C(C=C1)NC(C(F)(F)F)=O methyl (E)-4-[methyl-[3-[4-[3-[[4-[(2,2,2-trifluoroacetyl)amino] phenyl] sulfonylamino]propyl]piperazin-1-yl]propyl]amino]but-2-enoate